2-[(3-chloro-4-fluorophenyl)-[[(2R,3R)-2,3-dimethylcyclopropyl]methoxy]methyl]-4-methyl-5-methylsulfonyl-1H-imidazole ClC=1C=C(C=CC1F)C(C=1NC(=C(N1)C)S(=O)(=O)C)OCC1[C@@H]([C@H]1C)C